6-(4-amino-3-isopropyl-3H-imidazo[4,5-c]pyridin-6-yl)-1-((1s,3s)-3-(3,3-dimethylazetidin-1-yl)cyclobutyl)-3,3-dimethylindolin-2-one NC1=NC(=CC2=C1N(C=N2)C(C)C)C2=CC=C1C(C(N(C1=C2)C2CC(C2)N2CC(C2)(C)C)=O)(C)C